FC1=C(C=C(C=C1)CC1=NNC(C2=CC=CC=C12)=O)C1=CC2=C(NC(=N2)NC(OCCN2CCOCC2)=O)C=C1 2-Morpholinoethyl (5-(2-fluoro-5-((4-oxo-3,4-dihydrophthalazin-1-yl)methyl)phenyl)-1H-benzoimidazol-2-yl)carbamate